C1(=NC=CC2=CC=CC=C12)NCCC1=CC=C(C=C1)NS(=O)(=O)C N-(4-(2-(isoquinolin-1-ylamino)ethyl)phenyl)methanesulfonamide